O=C1NC2=CC=CC=C2CN1C1CCN(CC1)C(=O)N 4-(1,2-dihydro-2-oxoquinazolin-3(4H)-yl)piperidine-1-carboxamide